BrC1=C(NC2=C(C=CC(=C2C1=O)CCCCCCCC)OC)C 3-bromo-8-methoxy-2-methyl-5-octylquinolin-4(1H)-one